ClC(C(=O)N1CCC(=CC1)B(O)O)(C1=C(C=CC(=C1)C(NC1=CC(=C(C=C1)F)C)=O)F)Cl (1-(2,2-dichloro-2-(2-fluoro-5-((4-fluoro-3-methylphenyl)carbamoyl)phenyl)acetyl)-1,2,3,6-tetrahydropyridin-4-yl)boronic acid